S(=O)(=O)=C1C(C2=CC=CC=C2C(C1)=O)=O sulphonyl-naphthoquinone